1,3,5-tris[4-(dihydroxyboryl)phenyl]benzene OB(C1=CC=C(C=C1)C1=CC(=CC(=C1)C1=CC=C(C=C1)B(O)O)C1=CC=C(C=C1)B(O)O)O